Cl.CNC[C@H]1OCCCC2=C1C=CC=C2C2=NC=CC=C2 |o1:4| rel-(S)-N-methyl-1-(6-(pyridin-2-yl)-1,3,4,5-tetrahydrobenzo[c]oxepin-1-yl)methanamine hydrochloride salt